2,3-dibromo-1,4-naphthalenediol BrC1=C(C2=CC=CC=C2C(=C1Br)O)O